3,3,3,2-tetrafluoroprop-1-ene FC(C(=C)F)(F)F